(S)-2-((S)-4,4-difluoro-3-(6-(hydroxymethyl)-5-oxo-4,5-dihydropyrazin-2-yl)piperidin-1-yl)-N-(6,7-dihydro-5H-indeno[5,6-d]thiazol-2-yl)propanamide FC1([C@@H](CN(CC1)[C@H](C(=O)NC=1SC2=C(N1)C=C1CCCC1=C2)C)C=2N=C(C(NC2)=O)CO)F